C(CCC)(=O)N1CC(C1)N1C(C2=CC=CC(=C2C1=O)[N+](=O)[O-])=O 2-(1-butyrylazetidin-3-yl)-4-nitroisoindoline-1,3-dione